ClC1=C(C=CC=C1)C=1N(C2=NC(=NC(=C2N1)N1CCC(CC1)C(F)(F)F)S(=O)C)C1=CC=C(C=C1)Cl 8-(2-chlorophenyl)-9-(4-chlorophenyl)-2-methylsulfinyl-6-[4-(trifluoromethyl)-1-piperidyl]purine